Methyl-2-bromo-4-methoxy-3-methylpyrazolo[1,5-a]pyrazine-6-carboxylate COC(=O)C=1N=C(C=2N(C1)N=C(C2C)Br)OC